(S)-1-(3-chloro-5'-fluoro-2'-hydroxy-3'-(2-(3-(methylamino)pyrrolidin-1-yl)pyridin-4-yl)-[1,1'-biphenyl]-4-yl)-3-methyl-1H-imidazol-2(3H)-one dihydrochloride Cl.Cl.ClC=1C=C(C=CC1N1C(N(C=C1)C)=O)C1=C(C(=CC(=C1)F)C1=CC(=NC=C1)N1C[C@H](CC1)NC)O